C1(CC1)C(C#CC=1C=C(C=2N(C1)N=CC2C#N)C=2C=NC(=CC2)N2CC1N(C(C2)C1)CC=1C=NC(=CC1)OC)O 6-(3-cyclopropyl-3-hydroxypropan-1-yn-1-yl)-4-(6-(6-((6-methoxypyridin-3-yl)methyl)-3,6-diazabicyclo[3.1.1]heptan-3-yl)pyridin-3-yl)pyrazolo[1,5-a]pyridine-3-carbonitrile